N-((trans)-3-((6-(1-methyl-1H-pyrazol-4-yl)pyrazolo[1,5-a]pyrazin-4-yl)oxy)cyclopentyl)acrylamide CN1N=CC(=C1)C=1N=C(C=2N(C1)N=CC2)O[C@@H]2C[C@H](CC2)NC(C=C)=O